NC1(CN(C1)C1=C(C#N)C=C(C=N1)C1=NNC2=CC=C(C=C12)O[C@H](C)C1=C(C=NC=C1Cl)Cl)C (R)-2-(3-amino-3-methylazetidin-1-yl)-5-(5-(1-(3,5-dichloropyridin-4-yl)ethoxy)-1H-indazol-3-yl)nicotinonitrile